5-(5-acetamido-1-methyl-pyrazol-4-yl)-6-chloro-pyridine-3-carboxylic acid methyl ester COC(=O)C=1C=NC(=C(C1)C=1C=NN(C1NC(C)=O)C)Cl